4-amino-N-(1-ethyl-1H-pyrazol-4-yl)-N-(6-(trifluoromethyl)-2,3-dihydrobenzofuran-3-yl)imidazo[1,5-a]quinoxaline-8-carboxamide NC=1C=2N(C3=CC(=CC=C3N1)C(=O)N(C1COC3=C1C=CC(=C3)C(F)(F)F)C=3C=NN(C3)CC)C=NC2